3-chloro-2-(2-chloroethoxy)-5-(2-(2-hydroxyphenyl)propan-2-yl)benzonitrile ClC=1C(=C(C#N)C=C(C1)C(C)(C)C1=C(C=CC=C1)O)OCCCl